The molecule is a one-carbon compound that is methane in which one of the hydrogens is replaced by a chloro group. It has a role as a refrigerant, a mutagen and a marine metabolite. It is a member of methyl halides and a member of chloromethanes. CCl